22-methyllignoceryl laurate C(CCCCCCCCCCC)(=O)OCCCCCCCCCCCCCCCCCCCCCC(CC)C